dinitrosoterephthalamide C1=CC(=C(C(=C1C(=O)N)N=O)N=O)C(=O)N